(2,4,6-trimethylphenyl)-6-(2-benzofuranyl)naphthylamine CC1=C(C(=CC(=C1)C)C)NC1=CC=CC2=CC(=CC=C12)C=1OC2=C(C1)C=CC=C2